C(#N)C=1C=C(C=CC1)C1=NN2C(N=C(C=C2)C(=O)N[C@@H]2COC[C@@]2(C)O)=C1C1=CC(=NC(=C1)C)C 2-(3-cyanophenyl)-3-(2,6-dimethyl-4-pyridinyl)-N-[(3r,4s)-4-hydroxy-4-methyl-tetrahydrofuran-3-yl]pyrazolo[1,5-a]pyrimidine-5-carboxamide